ClC1=NC(=NC(=N1)C1C(N(C(CC1NCCCC)(C)C)C)(C)C)C1C(N(C(CC1NCCCC)(C)C)C)(C)C 2-chloro-4,6-bis-(4-n-butylamino-1,2,2,6,6-pentamethylpiperidinyl)-1,3,5-triazine